NCC=1C(N(C=CC1)CCOCCCCO)=O 3-(aminomethyl)-1-(2-(4-hydroxybutoxy)ethyl)pyridin-2(1H)-one